OC1C(NC(N1CC1=CC(=CC=C1)C)=O)=O 5-hydroxy-1-(3-methylbenzyl)hydantoin